ClC1=CC=CC(=N1)OCCN(C)CC1=CC(=NC=C1)C#CC1=CN=C(C2=CN=C(C=C12)N)NC 4-[2-[4-[[2-[(6-chloro-2-pyridyl)oxy]ethyl-methyl-amino]methyl]-2-pyridyl]ethynyl]-N1-methyl-2,7-naphthyridine-1,6-diamine